ClC1=C(C=CC(=C1)Cl)CN1CCC2(CC1)C(NC1=CC=C(C=C12)C(=O)N)=O 1'-[(2,4-dichlorophenyl)methyl]-2-oxo-spiro[indoline-3,4'-piperidine]-5-carboxamide